CN1N=CC(=C1)CC1=CC=C(C=C1)B1OC(C(O1)(C)C)(C)C 1-methyl-4-[[4-(4,4,5,5-tetramethyl-1,3,2-dioxaborolan-2-yl)phenyl]methyl]pyrazole